FC=1C=2CCCC2C(=C2CCCC12)NC(=O)NS(=O)(=NC(C1=CC=CC=C1)(C1=CC=CC=C1)C1=CC=CC=C1)C=1C=NN2C1OC[C@H](C2)N(C(OC(C)(C)C)=O)C tert-butyl ((6S)-3-(N-((8-fluoro-1,2,3,5,6,7-hexahydro-s-indacen-4-yl)carbamoyl)-N'-tritylsulfamimidoyl)-6,7-dihydro-5H-pyrazolo[5,1-b][1,3]oxazin-6-yl)(methyl)carbamate